Cl.NCC1=CC=C(S1)C(CSC=1OC2=NC(=CC=C2N1)C(F)(F)F)=O 1-(5-(aminomethyl)thiophen-2-yl)-2-((5-(trifluoromethyl)oxazolo[5,4-b]pyridin-2-yl)thio)ethan-1-one hydrochloride